4-{4-[(1S)-1-{[5-(4-fluorophenoxy)pyridin-2-yl] carbamoyl} ethyl]-2,2-dimethylpiperazine-1-carbonyl}-2-[(methylamino)methyl]pyridin-1-ium-1-olate FC1=CC=C(OC=2C=CC(=NC2)NC(=O)[C@H](C)N2CC(N(CC2)C(=O)C2=CC(=[N+](C=C2)[O-])CNC)(C)C)C=C1